CC(C)(C)[Si](O[C@H]1C[C@@H]2CC[C@H]3[C@@H]4CCC([C@@]4(C)CC[C@@H]3[C@]2(CC1)COC)=O)(C)C (3α,5α)-3-[[(dimethylethyl)dimethylsilyl]oxy]-19-methoxyandrostan-17-one